CN(C(CN1N=CC(=C1)NC(CCOC1=CC=CC=C1)=O)=O)CCOC1=CC=C(C=C1)C1(N=N1)C(F)(F)F N-(1-(2-(methyl(2-(4-(3-(trifluoromethyl)-3H-diazirin-3-yl)phenoxy)ethyl)amino)-2-oxoethyl)-1H-pyrazol-4-yl)-3-phenoxypropanamide